ClC1=CC(=C(C=C1)C1=NC(=CN2C1=NC(=C(C2=O)C)C(F)(F)F)N2C[C@@H](OCC2)C=2C=NN(C2)C)F (S)-9-(4-chloro-2-fluorophenyl)-3-methyl-7-(2-(1-methyl-pyrazol-4-yl)morpholino)-2-(trifluoromethyl)-4H-pyrazino[1,2-a]pyrimidin-4-one